FC([Si](Cl)(Cl)C(C(C(C(C(C(C(C(C(C(F)(F)F)(F)F)(F)F)(F)F)(F)F)(F)F)(F)F)(F)F)(F)F)(F)F)(F)F Perfluorodecylmethyl-dichlorosilane